6-(3-((benzyloxy)methyl)-4-ethyl-5-oxo-4,5-dihydro-1H-1,2,4-triazol-1-yl)-5-fluoro-2-(1-hydroxy-2-methylpropyl)nicotinic acid isopropyl ester C(C)(C)OC(C1=C(N=C(C(=C1)F)N1N=C(N(C1=O)CC)COCC1=CC=CC=C1)C(C(C)C)O)=O